[2-chloro-5-fluoro-3-[2-(1H-triazol-4-yl)ethyl]phenyl]-[(7S)-3-(3,5-difluorophenyl)-2,7-dimethyl-5,7-dihydro-4H-pyrazolo[3,4-c]pyridin-6-yl]methanone ClC1=C(C=C(C=C1CCC=1N=NNC1)F)C(=O)N1[C@H](C=2C(CC1)=C(N(N2)C)C2=CC(=CC(=C2)F)F)C